4-((diphenylphosphineoxy)amino)phthalic acid C1(=CC=CC=C1)P(ONC=1C=C(C(C(=O)O)=CC1)C(=O)O)C1=CC=CC=C1